ClC1=C(C2=C(S1)[C@@]1(C[C@@H](N(CC1)C(=O)OC(C)(C)C)C)OCC2)CO tert-butyl (2'S,7R)-2-chloro-3-(hydroxymethyl)-2'-methyl-spiro[4,5-dihydrothieno[2,3-c]pyran-7,4'-piperidine]-1'-carboxylate